N-[5-[(4-chlorophenyl)methoxy]-1,3,4-thiadiazol-2-yl]-2-(4-methyl-3-oxopiperazin-1-yl)pyridine-3-carboxamide ClC1=CC=C(C=C1)COC1=NN=C(S1)NC(=O)C=1C(=NC=CC1)N1CC(N(CC1)C)=O